2-[2-amino-4-bromo-6-(trifluoromethyl)anilino]-2-methyl-propan-1-ol NC1=C(NC(CO)(C)C)C(=CC(=C1)Br)C(F)(F)F